5-((3S,5R)-5-fluoropiperidin-3-yl)-2-methoxypyridine F[C@@H]1C[C@H](CNC1)C=1C=CC(=NC1)OC